O1CCN(CC1)C=1OC2=C(N1)C=C(C=C2)NC(=O)C2=NNC1=CC=CC=C21 N-(2-morpholinobenzo[d]oxazol-5-yl)-1H-indazole-3-carboxamide